[N+](=O)([O-])C=1C=NN(C1)COCC[Si](C)(C)C 4-nitro-1-{[2-(trimethylsilyl)ethoxy]methyl}pyrazole